FC1(C[C@H](N(C1)C=1C=CC=2N(N1)C(=NN2)C(F)(F)F)C(=O)N2CCN(CC2)C2=NC=C(C=N2)C(F)(F)F)F [(2S)-4,4-difluoro-1-[3-(trifluoromethyl)-[1,2,4]triazolo[4,3-b]pyridazin-6-yl]pyrrolidine-2-yl]-[4-[5-(trifluoromethyl)pyrimidin-2-yl]piperazin-1-yl]methanone